1-(2-(4-(6-(1-methyl-1H-pyrazol-4-yl)pyrazolo[1,5-a]pyridin-3-yl)piperazin-1-yl)pyrimidin-5-yl)propane-1,2-diol CN1N=CC(=C1)C=1C=CC=2N(C1)N=CC2N2CCN(CC2)C2=NC=C(C=N2)C(C(C)O)O